ClC1=C(C=2N=C(N=C(C2C=N1)N(C)C)OC[C@]12[C@H](N(CCC1)C(=O)OC(C)(C)C)CCC2)F tert-butyl (4aS,7aR)-4a-({[7-chloro-4-(dimethylamino)-8-fluoropyrido[4,3-d]pyrimidin-2-yl]oxy}methyl)-octahydro-1H-cyclopenta[b]pyridine-1-carboxylate